4-[4-Phenylmethyloxy-2-(methoxymethyloxy)-3-methylphenyl]-3-methyl-4-oxobutanoic acid methyl ester COC(CC(C(=O)C1=C(C(=C(C=C1)OCC1=CC=CC=C1)C)OCOC)C)=O